methyl (S)-2-((tert-butoxycarbonyl)amino)-3-(3-(1-ethyl-3-(3-hydroxy-2,2-dimethylpropyl)-2-(2-((S)-1-methoxyethyl)pyridin-3-yl)-1H-indol-5-yl)-5-(fluoromethyl)phenyl)propanoate C(C)(C)(C)OC(=O)N[C@H](C(=O)OC)CC1=CC(=CC(=C1)CF)C=1C=C2C(=C(N(C2=CC1)CC)C=1C(=NC=CC1)[C@H](C)OC)CC(CO)(C)C